tert-butyl 4-[2-fluoro-3-formyl-4-(methoxycarbonyl)-5-methylphenyl]piperidine-1-carboxylate FC1=C(C=C(C(=C1C=O)C(=O)OC)C)C1CCN(CC1)C(=O)OC(C)(C)C